N5-(2-{4-[4-(2-Methoxyethoxy)phenyl]piperazin-1-yl}ethyl)-N5-methyl-2-(1,3-oxazol-2-yl)[1,2,4]triazolo[1,5-a][1,3,5]triazine-5,7-diamine COCCOC1=CC=C(C=C1)N1CCN(CC1)CCN(C1=NC=2N(C(=N1)N)N=C(N2)C=2OC=CN2)C